NC(C(=O)N[C@@H](C[C@H]1C(NCC1)=O)C#N)C1CC2CC2C1 2-amino-2-(bicyclo[3.1.0]hexan-3-yl)-N-((S)-1-cyano-2-((S)-2-oxopyrrolidin-3-yl)ethyl)acetamide